2,5-dioxopyrrolidin-1-yl acetate C(C)(=O)ON1C(CCC1=O)=O